C[C@H]1OCCN(C1)CC1=CC(=C2CN(C(C2=C1)=O)C=1C=C(C=CC1)C1CC(C1)C#N)C(F)(F)F 3-(3-(6-(((R)-2-methylmorpholino)methyl)-1-oxo-4-(trifluoromethyl)isoindolin-2-yl)phenyl)cyclobutane-1-carbonitrile